FC1([C@H](C1)C1=CNC=2N=CN=C(C21)N[C@@H]2CC[C@@H](N(C2)C(C=C)=O)C(C)C)F 1-((2R,5R)-5-((5-((R)-2,2-difluorocyclopropyl)-7H-pyrrolo[2,3-d]pyrimidin-4-yl)amino)-2-isopropylpiperidin-1-yl)prop-2-en-1-one